2,7-diaminodibenzofuran NC1=CC2=C(OC3=C2C=CC(=C3)N)C=C1